5-[[2-[(2R,5S)-2-(benzothiophen-3-yl)-5-methyl-1-piperidyl]-2-oxo-acetyl]amino]pyridine-3-carboxamide S1C=C(C2=C1C=CC=C2)[C@@H]2N(C[C@H](CC2)C)C(C(=O)NC=2C=C(C=NC2)C(=O)N)=O